3-Benzyl-1-methyl-1H-imidazol-3-ium hexafluorophosphate F[P-](F)(F)(F)(F)F.C(C1=CC=CC=C1)[N+]1=CN(C=C1)C